O=C1NC(CC[C@H]1NC=1C=C(C=CC1)C#CCNC(C1=NC=C(C=C1)C=1N=CC2=C(C=CC=C2C1)C1=CC2=C(N(C(N2)=O)C)C(=C1)C(C)C)=O)=O (R)-N-(3-(3-((2,6-Dioxopiperidin-3-yl)amino)phenyl)prop-2-yn-1-yl)-5-(8-(7-isopropyl-1-methyl-2-oxo-2,3-dihydro-1H-benzo[d]imidazol-5-yl)isoquinolin-3-yl)picolinamide